2-((6-((2-methyl-6-(trifluoromethyl)pyridin-3-yl)sulfonyl)-2,6-diazaspiro[3.3]heptan-2-yl)methyl)cyclopropane-1-carbonitrile CC1=NC(=CC=C1S(=O)(=O)N1CC2(CN(C2)CC2C(C2)C#N)C1)C(F)(F)F